FC(C=1C=C(C(=C(C#N)C1)OC)OC1=C(N=CN(C1=O)CC1=C(N=C(NC1=O)C)C)C(C(F)F)(F)F)F 5-(difluoromethyl)-3-((1-((2,4-dimethyl-6-oxo-1,6-dihydropyrimidin-5-yl)-methyl)-6-oxo-4-(1,1,2,2-tetrafluoroethyl)-1,6-dihydropyrimidin-5-yl)-oxy)-2-methoxybenzonitrile